OCC1=CC=C(CN2N=CC(=C2)C(=O)OCC)C=C1 ethyl 1-(4-(hydroxymethyl) benzyl)-1H-pyrazole-4-carboxylate